Isobutyl (tert-butoxycarbonyl)-L-valyl-L-valinate C(C)(C)(C)OC(=O)N[C@@H](C(C)C)C(=O)N[C@@H](C(C)C)C(=O)OCC(C)C